1-(6Z,9Z,12Z,15Z-octadecatetraenoyl)-2-(4Z,7Z,10Z,13Z,16Z,19Z-docosahexaenoyl)-glycero-3-phosphocholine CC/C=C\C/C=C\C/C=C\C/C=C\CCCCC(=O)OC[C@H](COP(=O)([O-])OCC[N+](C)(C)C)OC(=O)CC/C=C\C/C=C\C/C=C\C/C=C\C/C=C\C/C=C\CC